[2-[5-(dimethylsulfamoyl)-2-formyl-4-methyl-anilino]-2-oxo-ethyl] acetate C(C)(=O)OCC(=O)NC1=C(C=C(C(=C1)S(N(C)C)(=O)=O)C)C=O